C1(=CC=CC=C1)S(=O)(=O)OCCCCCC.[Mg] magnesium hexyl benzenesulfonate